C(C1=CC=CC=C1)N1C(CC1)CNC(NC1=CC(=C2C=CNC2=C1)Cl)=O 3-[(1-benzylazetidin-2-yl)methyl]-1-(4-chloro-1H-indol-6-yl)urea